3-bromo-N-(4-chloro-2-methyl-6-(5-(piperidine-1-carbonyl)-4,5-dihydroisoxazol-3-yl)phenyl)-1-(3-chloropyridin-2-yl)-1H-pyrazole-5-carboxamide BrC1=NN(C(=C1)C(=O)NC1=C(C=C(C=C1C1=NOC(C1)C(=O)N1CCCCC1)Cl)C)C1=NC=CC=C1Cl